(R)-3-mercapto-2-(methylamino)propionic acid SC[C@@H](C(=O)O)NC